COC1CN(C1)C1=CC=C(C=C1)B1OC(C(O1)(C)C)(C)C 3-methoxy-1-(4-(4,4,5,5-tetramethyl-1,3,2-dioxaborolan-2-yl)phenyl)azetidine